C1(CC1)C([C@@H](C(=O)NC1=CC=C(C=C1)C=1C(=NNC1C)C)NC(=O)C=1N(N=CC1)CCS(=O)(=O)C)C1CC1 N-[(1S)-1-(dicyclopropylmethyl)-2-[4-(3,5-dimethyl-1H-pyrazol-4-yl)anilino]-2-oxo-ethyl]-2-(2-methylsulfonylethyl)pyrazole-3-carboxamide